ClC1=C(C=2N=C(N=C(C2C=N1)N1CC(CC1)CNC(OC(C)(C)C)=O)OC[C@H]1N(CCC1)C)F tert-butyl N-[[1-[7-chloro-8-fluoro-2-[[(2S)-1-methylpyrrolidin-2-yl]methoxy]pyrido[4,3-d]pyrimidin-4-yl]pyrrolidin-3-yl]methyl]carbamate